phenanthryl-propyl-dimethylchlorosilane C1(=CC=CC=2C3=CC=CC=C3C=CC12)C[Si](Cl)(C)CCC